(S)-4-(1-(5-(cyclopropanesulfonylimino)pyridin-2-yl)-5-hydroxy-3-methyl-1H-pyrazol-4-yl)benzonitrile C1(CC1)S(=O)(=O)N=C1CC=C(N=C1)N1N=C(C(=C1O)C1=CC=C(C#N)C=C1)C